CN(CCCC(=O)NC=1C=C(OC=2C=C(C=C(C2)C)C=2C3=C(C(N(C2)C)=O)NC(=C3)C(=O)NCCC)C=CC1C)C 4-(3-(3-(4-(dimethylamino)butanamido)-4-methylphenoxy)-5-methylphenyl)-6-methyl-7-oxo-N-propyl-6,7-dihydro-1H-pyrrolo[2,3-c]pyridine-2-carboxamide